C12(CC3CC(CC(C1)C3)C2)NCCCCCCCCC2=C3C(N(C(C3=CC(=C2)F)=O)C2C(NC(CC2)=O)=O)=O 4-(8-((adamantan-1-yl)amino)octyl)-2-(2,6-dioxopiperidin-3-yl)-6-fluoroisoindoline-1,3-dione